t-butyl (3S,5S)-5-carbamoyl-4'-hydroxy-4'-methyl-2'-oxo-1',4'-dihydro-2'H-spiro[pyrrolidine-3,3'-quinoline]-1-carboxylate C(N)(=O)[C@@H]1C[C@]2(C(NC3=CC=CC=C3C2(C)O)=O)CN1C(=O)OC(C)(C)C